C(CCCCCCC\C=C/CCCCCCCC)(=O)N(C)CC(=O)NCCCCCCCCCCCCCCCCCC N-oleoyl-sarcosinyl-octadecylamine